benzyl 2-(N,N-bis(4-methoxybenzyl) sulfamoyl)-3,4,5,6-tetrafluorobenzoate COC1=CC=C(CN(S(=O)(=O)C2=C(C(=O)OCC3=CC=CC=C3)C(=C(C(=C2F)F)F)F)CC2=CC=C(C=C2)OC)C=C1